CC1=NN(C(=C1)C)C=1C=C(C=CC1)[C@H](CC(=O)OC)CN1CC2CN(CCC2CC1)CC1=NC=2NCCCC2C=C1 methyl (3S)-3-(3-(3,5-dimethyl-1H-pyrazol-1-yl)phenyl)-4-(7-((5,6,7,8-tetrahydro-1,8-naphthyridin-2-yl)methyl)octahydro-2,7-naphthyridin-2(1H)-yl)butyrate